COS(=O)(=O)[O-].OC(C[N+](C)(C)CC(C)O)C bis-(2-hydroxypropyl)-dimethyl-ammonium methyl-sulphate